tert-butyl (2S)-2-(cyanomethyl)-4-[7-(4-cyclopropyl-3-pyridyl)-2-[[(2S)-1-methylpyrrolidin-2-yl]methoxy]-6,8-dihydro-5H-pyrido[3,4-d]pyrimidin-4-yl]piperazine-1-carboxylate C(#N)C[C@@H]1N(CCN(C1)C=1C2=C(N=C(N1)OC[C@H]1N(CCC1)C)CN(CC2)C=2C=NC=CC2C2CC2)C(=O)OC(C)(C)C